ClC1=CC(=C(COC2=NC=3CN(CCC3C=C2)CC2=NC=3C(=NC=C(C3)C(N)=NO)N2CC2OCC2)C=C1)F 2-((2-((4-chloro-2-fluorobenzyl)oxy)-5,8-dihydro-1,7-naphthyridin-7(6H)-yl)methyl)-N'-hydroxy-3-(oxetan-2-ylmethyl)-3H-imidazo[4,5-b]pyridine-6-carboximidamide